Cl.N[C@H](CNC(=O)C=1NC2=CC(=CC=C2C1)OC1=CC=C(C=C1)F)CCCN (S)-N-(2,5-diaminopentyl)-6-(4-fluorophenoxy)-1H-indole-2-carboxamide hydrochloride